2,6-dicyano-4-bromopyridine C(#N)C1=NC(=CC(=C1)Br)C#N